[F-].[Ca+2].[F-] Calcium Fluorid